4-(6-(4-(benzylsulfonyl)piperidin-1-yl)pyridin-3-yl)-6-ethoxypyrazolo[1,5-a]pyridine-3-carbonitrile C(C1=CC=CC=C1)S(=O)(=O)C1CCN(CC1)C1=CC=C(C=N1)C=1C=2N(C=C(C1)OCC)N=CC2C#N